ClC1=NC2=CC(=CC=C2C=C1Cl)C(=O)OC methyl 2,3-dichloroquinoline-7-carboxylate